OC=1C2=C(N=CN1)CCN=C2 4-hydroxy-7,8-dihydropyrido[4,3-d]pyrimidin